7-[3-(ethoxyamino)azetidin-1-yl]-6-fluoro-4-oxo-1-(1,2,4-thiadiazol-5-yl)-1,4-dihydro-1,8-naphthyridine-3-carboxylic acid C(C)ONC1CN(C1)C1=C(C=C2C(C(=CN(C2=N1)C1=NC=NS1)C(=O)O)=O)F